[Cl-].[Cl-].CC1(C=CC=C1)[Zr+2]C1=C(C=CC=2C3=CC=C(C=C3CC12)C(C)(C)C)C(C)(C)C (methylcyclopentadienyl)(2,7-di-tert-butylfluorenyl)zirconium dichloride